tyrosine-HCl Cl.N[C@@H](CC1=CC=C(C=C1)O)C(=O)O